C(C)(=O)OCCC(CN1C(C2=CC=CC=C2C1=O)=O)=O (1,3-Dioxoisoindolin-2-yl)-3-oxobutyl acetate